CC1([C@@H]([C@@H]1C=C(C)C)C(=O)OCN1C(N(CC1=O)CC#C)=O)C 2,5-dioxo-3-prop-2-ynylimidazolidin-1-ylmethyl (1R,3S)-2,2-dimethyl-3-(2-methylprop-1-enyl)cyclopropanecarboxylate